6-[methyl(propan-2-yl)amino]-1-oxo-2,3-dihydro-1H-pyrrolo[3,4-c]pyridin CN(C1=CC2=C(C=N1)CNC2=O)C(C)C